BrC=1C(=NC=CC1)[C@H](C)OC (S)-3-bromo-2-(1-methoxyethyl)pyridine